C(CCCCCCC)C(COC(=O)C1=CC2=CC3=C(C=C(C4=C3S(C=C4)[Sn](CCCC)(CCCC)CCCC)C(=O)OCC(CCCCCCCCCC)CCCCCCCC)C=C2C=2SC(=CC21)[Sn](CCCC)(CCCC)CCCC)CCCCCCCCCC bis(2-octyldodecyl)-2,7-bis(tributylstannyl)anthra[1,2-b:5,6-b']dithiophene-4,10-dicarboxylate